C(C)OC1=CC=2N(C=C1)N=CC2I 5-ethoxy-3-iodo-pyrazolo[1,5-a]pyridine